CN(NC)CC=1N(C2=CC=CC=C2C1)CCC(=O)NC(C(NCCOCCOCCC(N(C(C=O)C)C)=O)=O)CCC(=O)O 15-(3-(2-((1,2-dimethylhydrazino)methyl)-1H-indol-1-yl)propionamido)-2,3-dimethyl-1,4,14-trioxo-7,10-dioxa-3,13-diazaoctadecane-18-oic acid